P(=O)(=O)C(C(O)(N(C)C)N(C)C)P(=O)=O bisphosphobisdimethylaminoethanol